[Cl-].NC(=O)C1=CC=CC2=CN(N=C12)C1=CC=C(C=C1)NC(=O)[C@H]1C[NH+](CCC1)C (3R)-3-[({4-[7-(aminocarbonyl)-2H-indazol-2-yl]phenyl}amino)carbonyl]-1-methylpiperidinium chloride